2,6-bis(chloromethyl)anthracene ClCC1=CC2=CC3=CC=C(C=C3C=C2C=C1)CCl